N-ethylaminoisobutyl-methyldiethoxysilane C(C)NC(C)O[Si](OCC)(C)CC(C)C